3-hydroxy-N,N-dimethylazetidine-1-carboxamide OC1CN(C1)C(=O)N(C)C